COC([C@@H](NC(=O)OC(C)(C)C)CC(=O)O)=O Boc-aspartic acid-1-methyl ester